ClC1=CC=C2C=CC(=NC2=C1)C=CC=1C=C(C=CC1)[C@@H](CCC1=C(C=CC=C1)C(C)(C)O)SCC1(CC1)CC(=O)[O-] 2-[1-[[(1R)-1-[3-[2-(7-chloroquinolin-2-yl)ethenyl]phenyl]-3-[2-(2-hydroxypropan-2-yl)phenyl]propyl]sulfanylmethyl]cyclopropyl]acetate